O1CCN(CC1)C1=CC=C(C=C1)NC(CCC=1N=CN(C1)S(=O)(=O)C1=CC=C(C)C=C1)=O N-(4-morpholinophenyl)-3-(1-tosyl-1H-imidazol-4-yl)propanamide